2-(2-Acryloyloxy-1,1-dimethylethyl)-5-Acryloyloxymethyl-5-ethyl-1,3-dioxane C(C=C)(=O)OCC(C)(C)C1OCC(CO1)(CC)COC(C=C)=O